C(C)(C)(C)C1CCN(CC1)C(C(=O)NCC=1C=C2CN(C(C2=CC1)=O)C1C(NC(CC1)=O)=O)=O 2-(4-(tert-butyl)piperidin-1-yl)-N-((2-(2,6-dioxopiperidin-3-yl)-1-oxoisoindolin-5-yl)-methyl)-2-oxoacetamide